5-(3,5-di-tert-butylphenyl)picolinic acid C(C)(C)(C)C=1C=C(C=C(C1)C(C)(C)C)C=1C=CC(=NC1)C(=O)O